N-[4-(3-Cyanophenyl)-5-(2,6-dimethyl-4-pyridyl)thiazol-2-yl]-3-oxo-2,9-diazaspiro[5.5]undecan-9-carboxamid C(#N)C=1C=C(C=CC1)C=1N=C(SC1C1=CC(=NC(=C1)C)C)NC(=O)N1CCC2(CCC(NC2)=O)CC1